COC1=NC2=C(N1)C=C(C=C2)C=2C=NC=NC2 2-methoxy-6-(pyrimidin-5-yl)-1H-benzo[d]imidazole